(2R)-N-((S or R)-(3-chloro-2,4-difluoro-phenyl)(trans-4-(trifluoromethyl)cyclohexyl)methyl)-2-methyl-3-oxo-piperazine-1-carboxamide ClC=1C(=C(C=CC1F)[C@@H](NC(=O)N1[C@@H](C(NCC1)=O)C)[C@@H]1CC[C@H](CC1)C(F)(F)F)F |o1:8|